O=C1N=C(SC2=C1C=CC=N2)N(CCC#N)C2=CC=CC=C2 3-[(4-oxo-4H-pyrido[3,2-e][1,3]thiazin-2-yl)(phenyl)amino]propanenitrile